Cl.ClC[C@@H]1CNC=2C=C(C3=C(C12)C=CC=C3)O (S)-1-(chloromethyl)-2,3-dihydro-1H-benzo[e]indol-5-ol hydrochloride